C(C)OC(=O)C1C=NC2=C(O1)C=NC=N2 Pyrimido[5,4-b][1,4]Oxazine-6-carboxylic acid ethyl ester